ClC1=NC2=CC=CC=C2N=C1C1=CC=CC=C1 2-chloro-3-phenylquinoxaline